2-methyl-N-(2-(3-methyl-2-phenyl-2a,3-dihydro-7bH-cyclobuta[b]indol-7b-yl)ethyl)benzenesulfonic acid amide CC1=C(C=CC=C1)S(=O)(=O)NCCC12C(N(C=3C=CC=CC13)C)C(=C2)C2=CC=CC=C2